FC(CN1C(NC2=NC=NC=C12)=O)(F)F 7-(2,2,2-trifluoroethyl)-7,9-dihydro-8H-purin-8-one